3-(2-(2,6-dioxopiperidin-3-yl)-1,3-dioxoisoindolin-5-yl)-3-azabicyclo[3.1.0]hexane-6-carbaldehyde O=C1NC(CCC1N1C(C2=CC=C(C=C2C1=O)N1CC2C(C2C1)C=O)=O)=O